Cl.NC1=CC=C(CN2CCC(CC2)N2N=CC(=C2)C=2C=C(C=3N(C2)N=CC3C#N)OC)C=C1 6-(1-(1-(4-aminobenzyl)piperidin-4-yl)-1H-pyrazol-4-yl)-4-methoxypyrazolo[1,5-a]pyridine-3-carbonitrile hydrochloride